methyltricyanoethylphosphine CPCC(C#N)(C#N)C#N